ClC1=C(C(=O)N)C=CC(=C1O)O 2-chloro-3,4-dihydroxybenzamide